(R)-(2-(6-chloro-3-ethoxyquinolin-8-yl)-7,8-dihydro-[1,4]dioxino[2',3':3,4]benzo[1,2-d]thiazol-7-yl)methyl (2-methylpyrimidin-5-yl)carbamate CC1=NC=C(C=N1)NC(OC[C@@H]1OC2=C(C3=C(N=C(S3)C=3C=C(C=C4C=C(C=NC34)OCC)Cl)C=C2)OC1)=O